(S)-2-((4-(6-((2-ethylbenzo[d]oxazol-6-yl)methoxy)pyridin-2-yl)piperidine-1-yl)methyl)-1-(oxetan-2-ylmethyl)-1H-benzo[d]imidazole-6-carboxylic acid tert-butyl ester C(C)(C)(C)OC(=O)C=1C=CC2=C(N(C(=N2)CN2CCC(CC2)C2=NC(=CC=C2)OCC2=CC3=C(N=C(O3)CC)C=C2)C[C@H]2OCC2)C1